2-([5-(3-Methoxyphenyl)-1-(o-tolylmethyl)1H-pyrazol-3-yl]methoxy)-2-methylpropanoic acid COC=1C=C(C=CC1)C1=CC(=NN1CC1=C(C=CC=C1)C)COC(C(=O)O)(C)C